C(C(=C)C)(=O)OCP([O-])([O-])=O methacryloyloxy-methylphosphonate